(S)-2-(4-(5-chloro-6-((4-cyano-2-fluorobenzyl)oxy)pyridin-2-yl)-2,5-difluorobenzyl)-1-(4,4-dimethyltetrahydrofuran-3-yl)-1H-benzo[d]imidazole-6-carboxylic acid ClC=1C=CC(=NC1OCC1=C(C=C(C=C1)C#N)F)C1=CC(=C(CC2=NC3=C(N2[C@@H]2COCC2(C)C)C=C(C=C3)C(=O)O)C=C1F)F